2-Chloro-5-(1-ethoxyethenyl)pyrazine sodium bicarbonate C([O-])(O)=O.[Na+].ClC1=NC=C(N=C1)C(=C)OCC